OCCCCCCCCCCCCCCCCCC(=O)[O-].[Na+].O1C(CCCC1)ONC(CCCCC)=O N-((tetrahydro-2H-pyran-2-yl)oxy)hexanamide sodium 18-hydroxy-octadecanoate